C(N)(OCCCCCCCCCCCCCCCCCCCCCCCC)=O n-tetracosyl carbamate